(R)-5-(2-(3-amino-1-(2-((6-amino-9H-purin-9-yl)methyl)-5-chloro-3-ethylphenyl)pyrrolidin-3-yl)ethyl)-N-methyl-1,3,4-thiadiazol-2-amine N[C@]1(CN(CC1)C1=C(C(=CC(=C1)Cl)CC)CN1C2=NC=NC(=C2N=C1)N)CCC1=NN=C(S1)NC